(3R,4R)-3-methoxy-4-((3-(3-(4-methoxybenzyl)-2,4-dioxotetrahydropyrimidin-1(2H)-yl)-1-methyl-1H-indazol-6-yl)amino)piperidine-1-carboxylic acid tert-butyl ester C(C)(C)(C)OC(=O)N1C[C@H]([C@@H](CC1)NC1=CC=C2C(=NN(C2=C1)C)N1C(N(C(CC1)=O)CC1=CC=C(C=C1)OC)=O)OC